tert-butyl 1-[(1r,4r)-4-{[5-(2,6-dioxopiperidin-3-yl)pyridin-2-yl](methyl)amino}cyclohexanecarbonyl]piperidine-4-carboxylate O=C1NC(CCC1C=1C=CC(=NC1)N(C1CCC(CC1)C(=O)N1CCC(CC1)C(=O)OC(C)(C)C)C)=O